ClC=1C=C(C=C(C1C)OCCN1CCOCC1)NC(OC1=CC=CC=C1)=O phenyl (3-chloro-4-methyl-5-(2-morpholinoethoxy) phenyl)carbamate